C1(CC1)C1=CC=C(C=C1)C[C@@H](C=O)C (S)-3-(4-cyclopropylphenyl)-2-methylpropanal